2,2,4,4,5-pentamethylhexan-3-one oxime CC(C)(C(C(C(C)C)(C)C)=NO)C